N1CC(CCC1)CC1=NC=NC=C1 4-[(piperidin-3-yl)methyl]pyrimidine